C[C@H]1CCOC1 (3S,4S)-4-methyltetrahydrofuran